methyl 3-acetyl-5-methyl-2-oxooxazolidine-5-carboxylate C(C)(=O)N1C(OC(C1)(C(=O)OC)C)=O